tert.-Butyl-5-{[2-(4-chlorophenyl)imidazo[1,2-a]pyridin-3-yl]methyl}-2,5-di-azabicyclo[2.2.2]octan-2-carboxylat C(C)(C)(C)OC(=O)N1C2CN(C(C1)CC2)CC2=C(N=C1N2C=CC=C1)C1=CC=C(C=C1)Cl